[N+](=O)([O-])C=1NC(=C2CC(C3=C(C12)C=CC=C3)O)C3=CC=C(C=C3)C 1-nitro-3-p-methylphenyl-4,5-dihydro-2H-benzo[e]isoindol-5-ol